1-(2-((2-((3-chloro-2-fluorobenzyl)amino)-2-oxoethyl)(cyclopropyl)amino)-2-oxoethyl)-6-cyano-1H-indazole-3-carboxamide ClC=1C(=C(CNC(CN(C(CN2N=C(C3=CC=C(C=C23)C#N)C(=O)N)=O)C2CC2)=O)C=CC1)F